3-{4-(trifluoromethyl)phenoxy}phenol FC(C1=CC=C(OC=2C=C(C=CC2)O)C=C1)(F)F